6-(1-hydroxy-2-methylpropane-2-yl)pyridinenitrile OCC(C)(C)C1=CC=CC(=N1)C#N